C(\C=C/CCC)O cis-2-hexene-1-ol